ClC=1C=C(CC=2OC(=C(N2)C2=CC=C(OCC3=NC=C(C(=O)N4C[C@H](CCC4)NC(OC(C)(C)C)=O)C=C3)C=C2)C)C=CC1 tert-Butyl (S)-(1-(6-((4-(2-(3-chlorobenzyl)-5-methyloxazol-4-yl)phenoxy)methyl)nicotinoyl)piperidin-3-yl)carbamate